(6-fluoropyrazolo[1,5-a]pyridin-7-yl)-4-azaspiro[2.5]octane-7-carboxamide FC=1C=CC=2N(C1C1CC13NCCC(C3)C(=O)N)N=CC2